[Cr].C1C=CC2=CC=CC=C12.C1C=CC2=CC=CC=C12 bisindene chromium